CCCCCC(CCCCCC/C=C/C=C)OC(=O)C 11-hexadecadienyl acetate